4-((tert-butoxycarbonyl)amino)-2-oxabicyclo[2.2.1]heptane-1-carboxylic acid C(C)(C)(C)OC(=O)NC12COC(CC1)(C2)C(=O)O